(S)-4-(1-hydroxybut-3-yn-1-yl)-2-nitrophenol O[C@@H](CC#C)C1=CC(=C(C=C1)O)[N+](=O)[O-]